acetoin OC(C(C)=O)C